1-[3-bromo-2-chloro-6-(trifluoromethoxy)phenyl]piperidin-2-one BrC=1C(=C(C(=CC1)OC(F)(F)F)N1C(CCCC1)=O)Cl